O=C(C(=O)O)C=CCCCN 2-oxo-7-aminoheptan-3-enoic acid